C(C)(C)(C)OC(=O)C1=C(N=CN1C)C1CCN(CC1)C(=O)OC(C)(C)C tert-butyl 4-(5-(tert-butoxycarbonyl)-1-methyl-1H-imidazol-4-yl)piperidine-1-carboxylate